C(CC)C1CC=C(CC1)CC(C)C1OCCO1 2-(1-(4-Propylcyclohex-1-en-1-yl)prop-2-yl)-1,3-dioxolan